3-ethynyl-uracil C(#C)N1C(NC=CC1=O)=O